N,N-dimethyl-N',N'-bis(hydroxyethyl)ethylenediamine CN(CCN(CCO)CCO)C